CC(C[C@@H](C(N[C@H](C=O)C[C@H]1C(NCC1)=O)=O)NC(OC([2H])([2H])C12CC3(C[C@H](C[C@@H](C1)C3)C2)O)=O)C ((1r,3R,5R,7S)-3-Hydroxyadamantan-1-yl)methyl-d2 ((S)-4-methyl-1-oxo-1-(((S)-1-oxo-3-((S)-2-oxopyrrolidin-3-yl)propan-2-yl)amino)pentan-2-yl)carbamate